N-[5-[(tert-butyldimethylsilyl)oxy]pyridin-2-yl]-4-[6-(trifluoromethyl)pyridin-2-yl]piperazine-1-carboxamide [Si](C)(C)(C(C)(C)C)OC=1C=CC(=NC1)NC(=O)N1CCN(CC1)C1=NC(=CC=C1)C(F)(F)F